4-(TOLYL-D7)-BORONIC ACID [2H]C1=C(C(=C(C(=C1B(O)O)[2H])[2H])C([2H])([2H])[2H])[2H]